P(O)(=O)(OP(=O)(O)OP(=O)(O)O)OC[C@@H]1[C@H]([C@H]([C@@H](O1)N1C=NC=2C(N)=NC=NC12)OC)O O-methyladenosine-5'-triphosphate